tert-butyl (3R)-3-(3-chloro-5-methoxy-7H-pyrrolo[2,3-c]pyridazin-7-yl)piperidine-1-carboxylate ClC1=CC2=C(N=N1)N(C=C2OC)[C@H]2CN(CCC2)C(=O)OC(C)(C)C